4-(4-(1H-indol-3-yl)pyrimidine-2-ylamino)-N'-benzylidenebenzoyl-hydrazine 4-methyl-6-t-butylidene-4-hydroxy-benzyl-phosphonate CC1(C=CC(CP(O)(O)=O)C(C1)=CC(C)C)O.N1C=C(C2=CC=CC=C12)C1=NC(=NC=C1)NC1=CC=C(C(=O)NN=CC2=CC=CC=C2)C=C1